2-(2-methyl-5-nitro-1H-imidazol-1-yl)ethyl ((S)-3-mercapto-2-methylpropanoyl)-L-prolinate SC[C@H](C(=O)N1[C@@H](CCC1)C(=O)OCCN1C(=NC=C1[N+](=O)[O-])C)C